COC1=C(C2=C(C=N1)C=NN2C)NS(=O)(=O)C=2C=NC(=CC2)N2N=C(C=C2)C N-(6-METHOXY-1-METHYL-1H-PYRAZOLO[4,3-C]PYRIDIN-7-YL)-6-(3-METHYL-1H-PYRAZOL-1-YL)PYRIDINE-3-SULFONAMIDE